FC(C)(OC=1C=C(C=CC1)N1N=C(C=C1CC(C)C)NC1=C(C(=O)O)C=C(C=N1)C=1SC=CC1)F 2-[[1-[3-(1,1-difluoroethoxy)phenyl]-5-isobutyl-pyrazol-3-yl]amino]-5-(thiophen-2-yl)nicotinic acid